FC1=CC=C(C=C1)C=1C(=NN2C1N=C(NC2=O)S)C(C)C 8-(4-fluorophenyl)-7-isopropyl-2-sulfanyl-3H-pyrazolo[1,5-a][1,3,5]triazin-4-one